5-(3-Fluoro-phenyl)-isoxazole-3-carboxylic acid {2-[4-(5-chloro-pyridin-3-yloxy)-piperidin-1-yl]-2-oxo-ethyl}-amide ClC=1C=C(C=NC1)OC1CCN(CC1)C(CNC(=O)C1=NOC(=C1)C1=CC(=CC=C1)F)=O